3-(2,4-difluoro-3-methyl-phenyl)-5-methyl-5-(trifluoromethyl)tetrahydrofuran FC1=C(C=CC(=C1C)F)C1COC(C1)(C(F)(F)F)C